2-[4-[(3-isopropyl-1H-indol-5-yl)oxy]-3,5-dimethyl-phenyl]-3,5-dioxo-4H-1,2,4-triazine-6-carbonitrile C(C)(C)C1=CNC2=CC=C(C=C12)OC1=C(C=C(C=C1C)N1N=C(C(NC1=O)=O)C#N)C